FC=1C(=CC=2C3=C(C=NC2C1)N(C(C31CN(C1)C1=C(C=CC=C1)C)=O)C)C=1C=C(C(=NC1)OCCNC(C)C)NS(=O)(=O)C N-(5-(7'-Fluoro-3'-methyl-2'-oxo-1-(o-tolyl)-2',3'-dihydrospiro[azetidine-3,1'-pyrrolo[2,3-c]quinolin]-8'-yl)-2-(2-(isopropylamino)ethoxy)pyridin-3-yl)methanesulfonamide